4-hydroxy-6-(isopropylamino)pyrazolo[1,5-a]Pyridine-3-carbonitrile OC=1C=2N(C=C(C1)NC(C)C)N=CC2C#N